2-amino-4-methyl-thiazole-5-carboxanilide NC=1SC(=C(N1)C)C(=O)NC1=CC=CC=C1